ClC=1C=C2C(=NC=NC2=C(C1C1=C(C=CC=C1O)F)F)N1[C@H](CN(CC1)C(C=C)=O)CO 1-((3R)-4-(6-chloro-8-fluoro-7-(2-fluoro-6-hydroxy-phenyl)quinazolin-4-yl)-3-(hydroxy-methyl)piperazin-1-yl)prop-2-en-1-one